BrC=1C=C2[C@H](CCOC2=C(C1)[N+](=O)[O-])C1=CC=CC=C1 |r| (+/-)-6-bromo-8-nitro-4-phenylchroman